3-(5-nitro-benzimidazole-1-yl)-propionic acid Ethyl ester C(C)OC(CCN1C=NC2=C1C=CC(=C2)[N+](=O)[O-])=O